BrC1=CC(=C(O[C@H](C(=O)O)C)C=C1)C=1SC=NN1 (2S)-2-[4-bromo-2-(1,3,4-thiadiazol-2-yl)phenoxy]propionic acid